3-(2-Bromothiophene-3-yl)propanamide BrC=1SC=CC1CCC(=O)N